OP(O)OP(O)O.C(C)(C)(C)C1=C(C(=CC(=C1)C)C(C)(C)C)C(O)(C(CO)(CO)CO)C1=C(C=C(C=C1)C(C)(C)CC(C)(C)C)C(C)(C)CC(C)(C)C 2,6-di-t-butyl-4-methylphenyl-2,4-di-t-octylphenyl-pentaerythritol diphosphite